C1CNCCC12CCCCC2 3-azaspiro[5.5]Undecane